isostearyl-oleic acid C(CCCCCCCCCCCCCCC(C)C)C(C(=O)O)CCCCCC\C=C/CCCCCCCC